[Cr].[Fe].[Ca] calcium iron-chromium